C(C)(C)(C)OC(=O)N1CCC(CC1)NC1=NC=C(C=N1)Cl 4-((5-chloropyrimidin-2-yl)amino)piperidine-1-carboxylic acid tert-butyl ester